C(CCCCCCC)(=O)OCC1CO1 glycidyl normal octanoate